C(#N)C[C@@H](C(=O)O)N(C(=O)OC)C1C2=CC=CC=C2C=2C=CC=CC12 (2S)-3-cyano-2-(9H-fluoren-9-yl-methoxycarbonyl-amino)propanoic acid